(2S)-3-((1,1'-biphenyl)-4-ylsulfonyl)-N-((R)-phenyl(2-pyridinyl)methyl)-1,3-thiazolidine-2-carboxamide C1(=CC=C(C=C1)S(=O)(=O)N1[C@@H](SCC1)C(=O)N[C@@H](C1=NC=CC=C1)C1=CC=CC=C1)C1=CC=CC=C1